2,6-difluoro-4-(pyridin-2-yloxy)benzonitrile FC1=C(C#N)C(=CC(=C1)OC1=NC=CC=C1)F